(6aR)-1-(3-hydroxy-5,5-dimethylpyrrolidin-1-yl)-3-(2-fluoro-6-hydroxyphenyl)-4-methyl-6,6a,7,8,9,10-hexahydro-12H-pyrazino[2,1-c]pyrido[3,4-f][1,4]oxazepin-12-one OC1CN(C(C1)(C)C)C1=NC(=C(C2=C1C(N1[C@@H](CO2)CNCC1)=O)C)C1=C(C=CC=C1O)F